OC1=CC=C(C(C(C2=CC=CC=C2)=O)O)C=C1 4'-hydroxybenzoin